ClC=1C(=CC(=C(OCCCC(=O)OC(C)(C)C)C1)C(N(C)C1=C(C=CC=C1)OC)=O)C=1C=NC(=CC1C#N)C(F)(F)F tert-butyl 4-(5-chloro-4-(4-cyano-6-(trifluoromethyl)pyridin-3-yl)-2-((2-methoxyphenyl)(methyl)carbamoyl)phenoxy)butanoate